3-(4-(2-hydroxy-2-methylpropoxy)benzyl)-1-(2,4-difluorobenzyl)-1-((1-methylpiperidin-4-yl)methyl)urea OC(COC1=CC=C(CNC(N(CC2CCN(CC2)C)CC2=C(C=C(C=C2)F)F)=O)C=C1)(C)C